2-(2-Methylphenylimino)-4-phenylthiazole CC1=C(C=CC=C1)N=C1SC=C(N1)C1=CC=CC=C1